N-(1-methylcyclobutyl)-1-{6-[7-(pyrazol-1-yl)-1-{[2-(trimethylsilyl)-ethoxy]methyl}indazol-4-yl]-1,2,4-triazin-3-yl}pyrrolidin-3-amine CC1(CCC1)NC1CN(CC1)C=1N=NC(=CN1)C1=C2C=NN(C2=C(C=C1)N1N=CC=C1)COCC[Si](C)(C)C